trans-4-(2-ethoxy-2-oxoethyl)cyclohexanecarboxylic acid C(C)OC(C[C@@H]1CC[C@H](CC1)C(=O)O)=O